(4-methylphenyl)-(1,1'-biphenyl) CC1=CC=C(C=C1)C1=C(C=CC=C1)C1=CC=CC=C1